tert-butyl 4-(2-methoxynaphthalen-1-yl)-1,2,3,6-tetrahydropyridine-1-carboxylate COC1=C(C2=CC=CC=C2C=C1)C=1CCN(CC1)C(=O)OC(C)(C)C